(R)-(6-bromo-1,2,3,4-tetrahydronaphthalen-2-yl)carbamic acid benzyl ester C(C1=CC=CC=C1)OC(N[C@H]1CC2=CC=C(C=C2CC1)Br)=O